5-[(1R)-1-(3,5-Dimethylpyridazin-4-yl)ethoxy]-3-iodo-1-tetrahydropyran-2-yl-indazole CC=1N=NC=C(C1[C@@H](C)OC=1C=C2C(=NN(C2=CC1)C1OCCCC1)I)C